BrC1=CC=C2C(=CNC2=C1)CC(O)(C1=CC=CC=C1)C1=CC=CC=C1 2-(6-Bromo-1H-indol-3-yl)-1,1-diphenylethane-1-ol